BrCC(=O)C1=C(C=CC=C1C(F)(F)F)Cl 2-bromo-1-(2-chloro-6-(trifluoromethyl)phenyl)ethan-1-one